6-(3-Amino-6-(1-(1-(2-methoxyethyl)piperidin-4-yl)-1H-pyrazol-4-yl)pyrazin-2-yl)-2-(2,6-dichloro-3,5-dimethoxyphenyl)-4-methylpyridazin-3(2H)-on NC=1C(=NC(=CN1)C=1C=NN(C1)C1CCN(CC1)CCOC)C=1C=C(C(N(N1)C1=C(C(=CC(=C1Cl)OC)OC)Cl)=O)C